2,4,6-Trimethyl-N-(2-(naphthalen-2-yloxy)ethyl)benzenesulfonamide CC1=C(C(=CC(=C1)C)C)S(=O)(=O)NCCOC1=CC2=CC=CC=C2C=C1